C(#N)C1=CC(=CC=2N=C(OC21)C=2C(=C(C=CC2)C2=C(C(=CC=C2)NC=2N=CC=C1C=C(C=NC21)CN2C[C@@H](CC2)O)C)C)CN2CCCC2 (S)-1-((7-cyano-2-(3'-(3-(((R)-3-hydroxypyrrolidin-1-yl)methyl)-1,7-naphthyridin-8-ylamino)-2,2'-dimethylbiphenyl-3-yl)benzo[d]oxazol-5-yl)methyl)pyrrolidin